((7R)-7-amino-2-azabicyclo[2.2.1]hept-2-yl)(2-(1-(cyclopropylmethyl)-6-(3-methyl-[1,2,4]triazolo[4,3-a]pyridin-7-yl)-1H-indol-2-yl)-4-methoxy-3-methylbenzofuran-6-yl)methanone N[C@H]1C2N(CC1CC2)C(=O)C2=CC1=C(C(=C(O1)C=1N(C3=CC(=CC=C3C1)C1=CC=3N(C=C1)C(=NN3)C)CC3CC3)C)C(=C2)OC